ClC=1C=C2C(=CC=NC2=CC1)NC1=CC(=CC(=C1)OCC(F)(F)F)OC 6-Chloro-N-(3-methoxy-5-(2,2,2-trifluoroethoxy)phenyl)quinolin-4-amine